4-(4-((1R,5S)-3,8-diazabicyclo[3.2.1]oct-3-yl)-5-ethynyl-8-fluoro-2-(((2S,4R)-4-fluoro-1-methylpyrrolidin-2-yl)methoxy)pyrido[4,3-d]pyrimidin-7-yl)-5-ethynyl-6-fluoronaphthalen-2-ol [C@H]12CN(C[C@H](CC1)N2)C=2C1=C(N=C(N2)OC[C@H]2N(C[C@@H](C2)F)C)C(=C(N=C1C#C)C1=CC(=CC2=CC=C(C(=C12)C#C)F)O)F